BrC1=CC=C(OCC2(CN(CC2)C(C2=CC=C(C=C2)OC)=O)C2=CC(=NC=C2)OC)C=C1 4-[3-(4-bromophenoxymethyl)-1-(4-methoxybenzoyl)pyrrolidin-3-yl]-2-methoxypyridine